FC(C1=C(C=C(C=N1)C1=NCC2(CCC2)OC2=C1C=CC=C2F)C)F 5-[6-(difluoromethyl)-5-methyl-3-pyridyl]-9-fluoro-spiro[3H-1,4-benzoxazepine-2,1'-cyclobutane]